((S)-3-acryloyl-2-methyl-1-oxa-3,8-diazaspiro[4.5]decane-8-carbonyl)-N-methyl-L-valinate C(C=C)(=O)N1[C@@H](OC2(C1)CCN(CC2)C(=O)OC([C@@H](NC)C(C)C)=O)C